(5-(3-fluorobenzyl)thiazol-2-yl)-N,1-dimethyl-6-oxo-1,4,5,6-tetrahydropyridazine-3-carboxamide FC=1C=C(CC2=CN=C(S2)C2C(=NN(C(C2)=O)C)C(=O)NC)C=CC1